3-nitrophenyl isocyanate [N+](=O)([O-])C=1C=C(C=CC1)N=C=O